6-chloro-4-(cyclopropylethynyl)-7-((4-methoxy-2,6-dimethylpyrimidin-5-yl)methyl)-1-(4-methoxybenzyl)-4-(trifluoromethyl)-3,4-dihydroquinazolin-2(1H)-one ClC=1C=C2C(NC(N(C2=CC1CC=1C(=NC(=NC1C)C)OC)CC1=CC=C(C=C1)OC)=O)(C(F)(F)F)C#CC1CC1